OC=1C=C(CC(N)C)C=CC1 3-hydroxyamphetamine